OC1CCC(CC1)C1=C(C(=O)N)C=C(C=N1)C1=CC=C(C=C1)C12CN(CC2C1)CC(F)(F)F (4-hydroxycyclohexyl)-5-(4-(3-(2,2,2-trifluoroethyl)-3-azabicyclo[3.1.0]hex-1-yl)phenyl)nicotinamide